6-[3-(morpholin-4-yl)propoxy]benzonitrile N1(CCOCC1)CCCOC1=CC=CC=C1C#N